C(C)(C)(C)NC(COC[C@H](N)C(=O)O)=O O-(2-(tert-butylamino)-2-oxoethyl)-L-serine